2-chloro-6-(1-methyl-1H-pyrazol-4-yl)pyrimidine-4-carboxylic acid potassium salt [K+].ClC1=NC(=CC(=N1)C(=O)[O-])C=1C=NN(C1)C